4-iodo-6-(morpholin-4-yl)-N-(oxetan-3-yl)pyridin-2-amine IC1=CC(=NC(=C1)N1CCOCC1)NC1COC1